[Si](C)(C)(C(C)(C)C)OC=1C=C2C=C(N(C2=CC1)C(=O)OC(C)(C)C)C=1C(=NC(=CC1)N1CC(C1)C=O)F tert-butyl 5-[(tert-butyldimethylsilyl)oxy]-2-[2-fluoro-6-(3-formylazetidin-1-yl)pyridin-3-yl]-1H-indole-1-carboxylate